4-(4-((6-(2,6-dioxopiperidin-3-yl)-5,7-dioxo-3,5,6,7-tetrahydropyrrolo[3,4-f]isoindol-2(1H)-yl)methyl)piperidin-1-yl)benzamide O=C1NC(CCC1N1C(C=2C=C3C(=CC2C1=O)CN(C3)CC3CCN(CC3)C3=CC=C(C(=O)N)C=C3)=O)=O